2-(4-((dimethylamino)methyl)phenyl)thiazole-4-carboxylic acid ethyl ester C(C)OC(=O)C=1N=C(SC1)C1=CC=C(C=C1)CN(C)C